bis(pyrrolidino)butane N1(CCCC1)C(C(C)N1CCCC1)C